4-((5-chloro-4-(2-(dimethylamino)-4-fluoro-1-isopropyl-1H-benzo[d]imidazol-6-yl)pyrimidin-2-yl)amino)-N,N-dimethylbenzenesulfonamide ClC=1C(=NC(=NC1)NC1=CC=C(C=C1)S(=O)(=O)N(C)C)C=1C=C(C2=C(N(C(=N2)N(C)C)C(C)C)C1)F